(1R)-1-{5-[4-chloro-2-(difluoromethoxy)phenyl]-1,2,4-oxadiazol-3-yl}-6-azaspiro[2.5]octane-6-sulfonamide ClC1=CC(=C(C=C1)C1=NC(=NO1)[C@@H]1CC12CCN(CC2)S(=O)(=O)N)OC(F)F